C(CCCCCCCCCCCCCCCCC)OC1=CSC=C1 3-octadecyloxy-thiophene